rac-cis-6-(4-(1-(4-Fluorophenyl)-3-hydroxypropyl)piperidin-1-carbonyl)hexahydro-2H-pyrido[4,3-b][1,4]oxazin-3(4H)-on FC1=CC=C(C=C1)[C@H](CCO)C1CCN(CC1)C(=O)N1C[C@@H]2[C@@H](OCC(N2)=O)CC1 |&1:7|